C(C)(C)(C)OC(=O)N1CC=2N(CC1)C=C(N2)CC2=C(C=C(C=C2)F)C(F)(F)F (4-fluoro-2-(trifluoromethyl)benzyl)-5,6-dihydroimidazo[1,2-a]pyrazine-7(8H)-carboxylic acid tert-butyl ester